bicyclo[2.2.2]Octane-2-yl-boric acid C12C(CC(CC1)CC2)OB(O)O